4-(4-(2-(2-methylphenyl)acetyl)-3,4-dihydro-2H-pyrido[4,3-b][1,4]oxazin-8-yl)Benzonitrile CC1=C(C=CC=C1)CC(=O)N1C2=C(OCC1)C(=CN=C2)C2=CC=C(C#N)C=C2